C(C1=CC=CC=C1)OC1=NNC=C1OC=1C(=NC=CC1)Cl ((3-(benzyloxy)-1H-pyrazol-4-yl)oxy)-2-chloropyridine